3-(cyclobutylmethyl)-4a,7-dihydroxy-2,3,4,4a,5,6,7,7a-octahydro-1H-4,12-methanobenzofuro[3,2-e]isoquinolin-9-yl (E)-2-methylbut-2-enoate C/C(/C(=O)OC1=CC=C2C3=C1OC1C34CCN(C(C4(CCC1O)O)C2)CC2CCC2)=C\C